S1N=CC=N1 [1,2,5]thiadiazol